NC=1C(=NN(C1C1=C(C=NC(=C1)Br)N)CC1=CC=C(C=C1)OC)C(F)(F)F 4-(4-amino-1-(4-methoxybenzyl)-3-(trifluoromethyl)-1H-pyrazol-5-yl)-6-bromopyridin-3-amine